N1N=CC(=C1)C=1C=C(C=CC1C#N)C1=CC=C(C=C1)C(F)(F)F 3-(1H-pyrazol-4-yl)-4'-(trifluoromethyl)-[1,1'-biphenyl]-4-carbonitrile